N-t-butoxycarbonyl-glycine ethyl ester C(C)OC(CNC(=O)OC(C)(C)C)=O